FC1(CCC(CC1)NC1=NC(=CC(=C1)C(CC1=NC=C(C#N)C=C1)O)N1N=C(C=C1)C)F 6-(2-(2-((4,4-difluorocyclohexyl)amino)-6-(3-methyl-1H-pyrazol-1-yl)pyridin-4-yl)-2-hydroxyethyl)nicotinonitrile